C(C)(C)(C)OC(=O)NC1=NOC2=C1C=C(C=C2)C(=O)O[C@H]2[C@H](N(C[C@@H]2OC(=O)OC(C)(C)C)C(=O)OC(C)(C)C)CC2=CC=C(C=C2)OC (2R,3S,4S)-1-(tert-butoxycarbonyl)-4-[(tert-butoxycarbonyl)oxy]-2-[(4-methoxyphenyl)methyl]pyrrolidin-3-yl 3-[(tert-butoxycarbonyl)amino]-1,2-benzoxazole-5-carboxylate